N-{[5-chloro-6-(6-fluoro-5-methoxy-2-pyridyl)-2-indolyl]methyl}-1-azetidinecarboxamide ClC=1C=C2C=C(NC2=CC1C1=NC(=C(C=C1)OC)F)CNC(=O)N1CCC1